O1C(C=CC1=O)=O 2,5-furanedione